2,2,2-trichloroethyl [5-fluoro-4-(2,4,6-trifluorophenyl)-1,2-benzoxazol-3-yl]carbamate FC=1C=CC2=C(C(=NO2)NC(OCC(Cl)(Cl)Cl)=O)C1C1=C(C=C(C=C1F)F)F